C(C)(=O)NCC1CCN(CC1)CC1=CC(=NC(=C1)C1=CC(=CC(=C1)Cl)Cl)OC=1C=CC(=NC1)N1CCN(CCC1)C(=O)OC(C)(C)C tert-butyl 4-(5-((4-((4-(acetamidomethyl) piperidin-1-yl) methyl)-6-(3,5-dichlorophenyl) pyridin-2-yl) oxy) pyridin-2-yl)-1,4-diazacycloheptane-1-carboxylate